Cl.Cl.N(=NC(C(=N)NC1=CC=CC=C1)(C)C)C(C(=N)NC1=CC=CC=C1)(C)C 2,2'-azobis(2-methyl-N-phenylpropanamidine) dihydrochloride